N-(6-(4-isopropyl-4H-1,2,4-triazol-3-yl)pyridin-2-yl)-5-o-tolyl-1H-pyrrole-2-carboxamide C(C)(C)N1C(=NN=C1)C1=CC=CC(=N1)NC(=O)C=1NC(=CC1)C1=C(C=CC=C1)C